3-(2-bromophenyl)-2-methylquinazolin-4(3H)-one BrC1=C(C=CC=C1)N1C(=NC2=CC=CC=C2C1=O)C